O=C1NC(CCC1NC1=CC=C(C=C1)C1CCN(CC1)C(=O)[O-])=O 4-[4-[(2,6-dioxo-3-piperidyl)amino]phenyl]piperidine-1-carboxylate